[Si](C)(C)(C(C)(C)C)OCC1=C(/C=N/O)C(=CC=C1F)F (E)-2-(((tert-butyldimethylsilyl)oxy)methyl)-3,6-difluorobenzaldehyde oxime